N-((S)-3-methyl-1-(1,2-oxazinan-2-yl)-1-oxobutan-2-yl)-2-((S)-5-thioxo-1-(2,3,5-trifluorobenzyl)pyrrolidin-2-yl)acetamide CC([C@@H](C(=O)N1OCCCC1)NC(C[C@H]1N(C(CC1)=S)CC1=C(C(=CC(=C1)F)F)F)=O)C